FC=1C(=CC2=C(N(C(=N2)OC)C(=O)NCCCCC2=CC=CC=C2)C1)N1CCOCC1 6-Fluoro-2-methoxy-5-morpholino-N-(4-phenylbutyl)-1H-benzo[d]imidazole-1-carboxamide